2-[[(E)-3-[4-[2-(cyclopentyloxy)-3-pyridinyl]-2,6-difluoro-phenyl]allyl]-sulfamoyl-amino]acetic acid ethyl ester C(C)OC(CN(S(N)(=O)=O)C\C=C\C1=C(C=C(C=C1F)C=1C(=NC=CC1)OC1CCCC1)F)=O